4-propoxy-N,N-dibutylbutanamide C(CC)OCCCC(=O)N(CCCC)CCCC